2-amino-N-((1R)-1-(3-fluoro-2-pyridinyl)ethyl)-3-methyl-N-((5-(trifluoromethyl)-2-pyridinyl)methyl)-6-quinolinecarboxamide NC1=NC2=CC=C(C=C2C=C1C)C(=O)N(CC1=NC=C(C=C1)C(F)(F)F)[C@H](C)C1=NC=CC=C1F